COC=1N=CN2C(=NC(=CC2=O)C(F)(F)F)C1 8-methoxy-2-(trifluoromethyl)-4H-[1,3]diazino[1,6-a]pyrimidin-4-one